O1CCN(C2=C1C=CC=C2)C(=O)C2=CC(=NC(=N2)OC[C@H]2N(CCC2)C)N2CCN(CC2)C(C=C)=O 1-[4-[6-(2,3-dihydro-1,4-benzoxazine-4-carbonyl)-2-[[(2S)-1-methylpyrrolidin-2-yl]methoxy]pyrimidin-4-yl]piperazin-1-yl]prop-2-en-1-one